N1(CCCCC1)C1CCN(CC1)C(=O)N1C=C(C2=CC(=CC=C12)OC)CCN(C)C [1,4'-bipiperidin]-1'-yl-(3-(2-(dimethylamino)ethyl)-5-methoxy-1H-indol-1-yl)methanone